3-(2-(2-(6-nitro-2,3-dihydro-1H-xanthen-4-yl)vinyl)benzo[d]thiazol-3-ium-3-yl)propane-1-sulfonate [N+](=O)([O-])C=1C=C2OC3=C(CCCC3=CC2=CC1)C=CC=1SC2=C([N+]1CCCS(=O)(=O)[O-])C=CC=C2